CC1=C(C(=CC=C1)C)C1=C(C=C(C(=N1)C=O)F)OC 6-(2,6-dimethylphenyl)-3-fluoro-5-methoxypyridinecarboxaldehyde